CC(CCCC)(C)C=1C(=CC(=C(C(=O)O)C1)C)O 5-(1,1-dimethylpentyl)-4-hydroxy-2-methylbenzoic acid